(3R,5'S)-1'-((S)-3-cyclopropyl-2-((S)-2-(4-fluorophenyl)-2-hydroxy-N-methylacetamido)propanoyl)-2-oxospiro[indoline-3,3'-pyrrolidine]-5'-carboxamide C1(CC1)C[C@@H](C(=O)N1C[C@]2(C[C@H]1C(=O)N)C(NC1=CC=CC=C12)=O)N(C([C@@H](O)C1=CC=C(C=C1)F)=O)C